C1(CCC1)C=1C=NN2C1N=C(C=C2NC2=CC(=CC=C2)F)NC[C@@H]2[C@H](CNCC2)O (3R,4R)-4-((3-cyclobutyl-7-((3-fluorophenyl)amino)pyrazolo[1,5-a]pyrimidin-5-yl)aminomethyl)piperidin-3-ol